NC1=NC=NN2C1=C(C=C2CCN2CCC(CC2)N(C)C)C2=CC(=C(C=C2)NC(OC(C)(C)C)=O)OC tert-Butyl (4-(4-amino-7-(2-(4-(dimethylamino)piperidin-1-yl)ethyl)pyrrolo[2,1-f][1,2,4]triazin-5-yl)-2-methoxyphenyl)carbamate